6-(4-(2-fluoro-5-formylbenzoyl)-3-methylpiperazin-1-yl)nicotinonitrile FC1=C(C(=O)N2C(CN(CC2)C2=NC=C(C#N)C=C2)C)C=C(C=C1)C=O